5-(4-cyclopropylphenyl)-N-[1-ethyl-2-(methylamino)-6-oxo-5-(trifluoromethyl)-1,6-dihydropyridin-3-yl]-3-(ethylsulfanyl)pyridine-2-carboxamide C1(CC1)C1=CC=C(C=C1)C=1C=C(C(=NC1)C(=O)NC1=C(N(C(C(=C1)C(F)(F)F)=O)CC)NC)SCC